di(4-chlorophenyl)iodonium ClC1=CC=C(C=C1)[I+]C1=CC=C(C=C1)Cl